2-phenyl-1,2,3,4-tetrahydroquinolin-6-amine C1(=CC=CC=C1)C1NC2=CC=C(C=C2CC1)N